1-methoxybicyclo[2.2.2]octan-2-one COC12C(CC(CC1)CC2)=O